2,6-dichloro-methyl-4-(p-methoxyphenyl)-triazine ClN1NC(=C(C(=N1)C1=CC=C(C=C1)OC)C)Cl